BrC1=CC=C(C=C1)[C@H](C(=O)N1CCN(CC1)C=1C2=C(N=CN1)[C@H](C[C@H]2C)O)CNC(C)C (S)-2-(4-bromophenyl)-1-(4-((5R,7S)-7-hydroxy-5-methyl-6,7-dihydro-5H-cyclopenta[d]pyrimidin-4-yl)piperazin-1-yl)-3-(isopropylamino)propan-1-one